(2E,4E)-5-(4-(dimethylamino)phenyl)-1-(piperidin-1-yl)penta-2,4-dien-1-one CN(C1=CC=C(C=C1)/C=C/C=C/C(=O)N1CCCCC1)C